O(C1=CC=CC=C1)C[C@@H](CC)O[PH3+] {[(2R)-1-phenoxy-2-butanyl]oxy}phosphonium